N(=C=O)C(C(=O)OCCN=C=O)CCCCN=C=O 2-isocyanatoethyl (2,6-diisocyanatohexanoate)